N-(4-(4-(3-(2,4-Difluorophenyl)ureido)-1H-indol-1-yl)pyridin-2-yl)cyclopropancarboxamid FC1=C(C=CC(=C1)F)NC(NC1=C2C=CN(C2=CC=C1)C1=CC(=NC=C1)NC(=O)C1CC1)=O